5-(N-(3-hydroxyphenylethyl)sulfamoyl)-3-methylbenzofuran-2-carboxylic acid ethyl ester C(C)OC(=O)C=1OC2=C(C1C)C=C(C=C2)S(NCCC2=CC(=CC=C2)O)(=O)=O